4-(4-Benzylpiperazin-1-yl)-1-methyl-2-oxo-6-vinyl-1,2-dihydro-1,5-naphthyridine C(C1=CC=CC=C1)N1CCN(CC1)C1=CC(N(C2=CC=C(N=C12)C=C)C)=O